ClC=1N=C(C2=C(N1)N(C=C2C2CC2)COCC[Si](C)(C)C)N[C@H]2CN(CC[C@H]2F)C(=O)OC(C)(C)C tert-butyl (3S,4R)-3-((2-chloro-5-cyclopropyl-7-((2-(trimethylsilyl) ethoxy) methyl)-7H-pyrrolo[2,3-d]pyrimidin-4-yl) amino)-4-fluoropiperidine-1-carboxylate